2-((4-cyanophenethyl)amino)-N-(6-(1-methyl-1H-pyrazol-4-yl)pyridin-3-yl)-2-phenylacetamide C(#N)C1=CC=C(CCNC(C(=O)NC=2C=NC(=CC2)C=2C=NN(C2)C)C2=CC=CC=C2)C=C1